ethoxyzirconium trichloride [Cl-].[Cl-].[Cl-].C(C)O[Zr+3]